3-methyl-2-(((2-methylenehexyl)oxy)methyl)butanenitrile CC(C(C#N)COCC(CCCC)=C)C